O(CC)NCCC ethoxyl-propylamine